C(C(C)C)O.[Al] aluminum isobutanol salt